ClC1=C(C=CC=C1)[C@@H](CC)C=1C(=NN(C1)C)C#N (1S,2S)-1-(2-chlorophenyl)-1-(3-cyano-1-methyl-1H-pyrazol-4-yl)propan